2-amino-N-(3-(5-chloro-2-(difluoromethoxy)phenyl)-1H-pyrazol-4-yl)pyrazolo[1,5-a]pyrimidine-3-carboxamide NC1=NN2C(N=CC=C2)=C1C(=O)NC=1C(=NNC1)C1=C(C=CC(=C1)Cl)OC(F)F